tert-butyl 4-((5-cyclopropyl-3-(2,6-dichlorophenyl) isoxazol-4-yl) methoxy)-3,3-difluoropiperidine-1-carboxylate C1(CC1)C1=C(C(=NO1)C1=C(C=CC=C1Cl)Cl)COC1C(CN(CC1)C(=O)OC(C)(C)C)(F)F